(S)-1-(3,4-dihydro-1H-[1,4]oxazino[4,3-b]indazol-1-yl)-N-methylmethanamine phosphate P(=O)(O)(O)O.[C@H]1(OCCN2N=C3C=CC=CC3=C21)CNC